CN(C(C#CC)=O)[C@H]1C[C@H](CCC1)OC=1C=2N(C=C(N1)C=1C=NN(C1)C)N=CC2 N-methyl-N-((1R,3S)-3-((6-(1-methyl-1H-pyrazol-4-yl)pyrazolo[1,5-a]pyrazin-4-yl)oxy)cyclohexyl)but-2-ynamide